N(C1=NNC=N1)C1=NNC=N1 3,3'-Iminobis(1,2,4-triazole)